C(C)OC(C(F)(F)C1=CC=C(C=C1)CC(=O)O)=O 2-(4-(2-ethoxy-1,1-difluoro-2-ketoethyl)phenyl)acetic acid